(R)-5-methyl-1-(1-(4-((1-methylpyrrolidin-3-yl)methyl)benzyl)-1H-indol-5-yl)-1H-pyrazole-3-carboxamide CC1=CC(=NN1C=1C=C2C=CN(C2=CC1)CC1=CC=C(C=C1)C[C@H]1CN(CC1)C)C(=O)N